4-(3,4-dimethoxyphenyl)-2-(methylthio)-N-(pyridin-4-yl)pyrimidine-5-carboxamide COC=1C=C(C=CC1OC)C1=NC(=NC=C1C(=O)NC1=CC=NC=C1)SC